5-chloro-6-[(2-oxo-1-pyrrolidinyl)methyl]-2,4(1H,3H)-pyrimidinedione ClC=1C(NC(NC1CN1C(CCC1)=O)=O)=O